(S)-1-amino-2,3-dihydro-1H-indene-4-carbonitrile N[C@H]1CCC=2C(=CC=CC12)C#N